3-(6-(trifluoromethyl)benzofuran-2-yl)azetidine 2,2,2-trifluoroacetate FC(C(=O)O)(F)F.FC(C1=CC2=C(C=C(O2)C2CNC2)C=C1)(F)F